C(C)(=O)O[C@H]([C@@H](CN=[N+]=[N-])OC(C)=O)[C@@H]1O[C@@](C[C@@H]([C@H]1NC(C)=O)OC(C)=O)(OCCOCCOCC#C)C(=O)OC (1R,2R)-1-((2R,3R,4S,6R)-3-acetamido-4-acetoxy-6-(methoxycarbonyl)-6-(2-(2-(prop-2-yn-1-yloxy)ethoxy)ethoxy)tetrahydro-2H-pyran-2-yl)-3-azidopropane-1,2-diyl diacetate